NC=1C=C(C=CC1)C1=CC(=NO1)NC=1C=C2C=NNC2=CC1 5-(3-aminophenyl)-N-(1H-indazol-5-yl)isoxazol-3-amine